NCCNC(=O)C=1C=C2C(C3=NC4=CC(=CC(=C4C(N3C2=CC1)=O)Cl)Cl)=O N-(2-Aminoethyl)-1,3-dichloro-6,12-dioxo-6,12-dihydroindolo[2,1-b]quinazoline-8-carboxamide